N-(2-fluorophenyl)-7-(pyridin-4-yl)quinazolin-4-amine FC1=C(C=CC=C1)NC1=NC=NC2=CC(=CC=C12)C1=CC=NC=C1